O=C1NC2=CC=CC=C2CN1C1CCN(CC1)C(CCC=O)=O 4-[4-(2-oxo-1,4-dihydro-2H-quinazolin-3-yl)-piperidin-1-yl]-butane-1,4-dione